N-(cyclohexylsulfonyl)-2,6-dihydroxy-5'-methyl-4-pentyl-1',2',3',4'-tetrahydro-[1,1-biphenyl]-3-carboxamide C1(CCCCC1)S(=O)(=O)NC(=O)C=1C(=C(C(=CC1CCCCC)O)C1CCCC(=C1)C)O